C12(C=CC3=CC=C(C=C13)O)C=CC1=CC=C(C=C12)O 1,1'-spirobi[1H-indene]-6,6'-diol